1-((4-(2-(tert-butyldimethylsilyloxy)ethyl)-5-(difluoromethyl)-4H-1,2,4-triazol-3-yl)methyl)-3-(3-chloro-4-fluorophenyl)-1-(6-methoxypyridin-3-yl)urea [Si](C)(C)(C(C)(C)C)OCCN1C(=NN=C1C(F)F)CN(C(=O)NC1=CC(=C(C=C1)F)Cl)C=1C=NC(=CC1)OC